CC=1C(=C2C(=NC1)NC=N2)N 6-methyl-3H-imidazo[4,5-b]Pyridin-7-amine